(R)-7-bromo-2-(2-hydroxy-2-methylpentan-3-yl)isoindolin-1-one BrC=1C=CC=C2CN(C(C12)=O)[C@@H](C(C)(C)O)CC